NC1=C(C=2C(=NC=C(C2CO)C)N1C1=C(C(=CC=C1C)OC)C)C(=O)OC methyl 2-amino-4-(hydroxymethyl)-1-(3-methoxy-2,6-dimethylphenyl)-5-methylpyrrolo[2,3-b]pyridine-3-carboxylate